5-((1S,5R)-5-(trifluoromethyl)-3-(8-(trifluoromethyl)quinolin-5-yl)-3-azabicyclo[3.1.0]Hexan-1-yl)-1,3,4-oxadiazole FC([C@]12CN(C[C@@]2(C1)C1=NN=CO1)C1=C2C=CC=NC2=C(C=C1)C(F)(F)F)(F)F